CC1=CC(=C(C=C1)C(NC(=O)C=1C(NC(=CC1)C(F)(F)F)=O)C1=CC=CC=C1)S(=O)(=O)C N-((4-methyl-2-(methylsulfonyl)phenyl)(phenyl)methyl)-2-oxo-6-(trifluoromethyl)-1,2-dihydropyridine-3-carboxamide